CC1=C(C2=CC=CC=C2C=C1)C=1C2=C(OC1)C=CC1=CC=CC=C12 2-methyl-1-naphthyl-naphtho[2,1-b]furan